CC[C@H]([C@H](CCN1C(=CN=C2C1=NC(=O)NC2=O)C)O)O The molecule is a pteridine that is lumazine substituted with a 1,2-dideoxy-1-D-ribityl group at position 8 and a methyl group at position 7; one of 20 modifications to the potent microbial riboflavin-based metabolite antigen 5-(2-oxopropylideneamino)-6-D-ribityl aminouracil (5-OP-RU), an activator of mucosal-associated invariant T (MAIT) cells when presented by the MR1 protein (reported in MED:32123373). It derives from a lumazine and a ribitol.